(9z,12z)-18-[(6z,9z)-18-hydroxyoctadeca-6,9-dienoxy]octadeca-9,12-dien-1-ol OCCCCCCCC\C=C/C\C=C/CCCCCOCCCCC\C=C/C\C=C/CCCCCCCCO